FC(F)OC(=O)C1=CC2=C(N=CN2)C=C1 difluoromethyl-benzo[d]imidazol-5-carboxylate